tert-Butyl 3-hydroxypyrrolidine-1-carboxylate OC1CN(CC1)C(=O)OC(C)(C)C